5-methyl-4,5-dihydro-7H-pyrazolo[5,1-d][1,2,5]thiadiazine CN1SCN2C(C1)=CC=N2